C(C)OCOCC 1,1-diethoxymethane